C1(CCC1)COC=1C(=NC=CC1)CN (3-(cyclobutylmethoxy)pyridin-2-yl)methylamine